F[C@H]1[C@@]2(CC[C@](C[C@H]1C(=C)C1=CN=C(N=N1)C1=C(C=C(C=C1)N1C=NC=C1)O)(N2)C)C 2-(6-(1-((1S,2R,3S,5R)-2-fluoro-1,5-dimethyl-8-azabicyclo[3.2.1]octan-3-yl)vinyl)-1,2,4-triazin-3-yl)-5-(1H-imidazol-1-yl)phenol